NC=1C=NC=C(C1C1=CCN(CC1)C(=O)C1CCN(CC1)C)F (3'-amino-5'-fluoro-5,6-dihydro-[4,4'-bipyridin]-1(2H)-yl)(1-methylpiperidin-4-yl)methanone